C1(=CC=CC=C1)C1=NC=CC=C1.[Ir] iridium (1r)-phenyl-pyridine